NC1=NC2=CC(=CC=C2C=C1F)CN(C(=O)C=1C=NC(=NC1)C)C1=C(C=C(C=C1)Cl)S(=O)(=O)C N-[(2-amino-3-fluoroquinolin-7-yl)methyl]-N-(4-chloro-2-methanesulfonylphenyl)-2-methylpyrimidine-5-carboxamide